CN(C1CCC(CC1)OC=1N=C(SC1C(=O)OCC)C)C Ethyl 4-(((1s,4s)-4-(dimethylamino)cyclohexyl)oxy)-2-methylthiazole-5-carboxylate